O1[C@@H](CC1)CN1C(=NC2=C1C=C(C=C2)C(=O)O)CN2CCC(CC2)C2=NC(=CC=C2)OCC=2C1=C(SC2)C(=CC=C1)C(F)(F)F (S)-1-(oxetan-2-ylmethyl)-2-((4-(6-((7-(trifluoromethyl)benzo[b]thiophen-3-yl)methoxy)pyridin-2-yl)piperidin-1-yl)methyl)-1H-benzo[d]imidazole-6-carboxylic acid